ClC1=C(C=C(C=C1)F)C=1C2=C(N=C(N1)NC(C(C)(C)C)=O)NC=C2[N+](=O)[O-] N-(4-(2-chloro-5-fluorophenyl)-5-nitro-7H-pyrrolo[2,3-d]pyrimidin-2-yl)pivaloamide